potassium N-(phenylsulfonyl)benzamide salt C1(=CC=CC=C1)S(=O)(=O)NC(C1=CC=CC=C1)=O.[K]